O=C1NC(CCC1N1C(C2=CC=C(C=C2C1)CNC(OC(C)(C)C)=O)=O)=O tert-butyl ((2-(2,6-dioxopiperidin-3-yl)-1-oxoisoindolin-5-yl)methyl)-carbamate